4-(sec-butylamino)cyclohexanone C(C)(CC)NC1CCC(CC1)=O